4-bromo-2-(1,1-difluoroethyl)-1H-imidazole BrC=1N=C(NC1)C(C)(F)F